C[C@@H]1N(CCNC1)C=1C2=C(N=CN1)N(C=C2C2=NC=CC=C2)C=2C=C(C#N)C=CN2 (S)-2-(4-(2-methylpiperazin-1-yl)-5-(pyridin-2-yl)-7H-pyrrolo[2,3-d]pyrimidin-7-yl)isonicotinonitrile